NC1=C2C(=NC=N1)N(N=C2C2=CC(=CC(=C2)O)F)CC=2OC1=CC=CC=C1C(C2C2=CC(=CC=C2)F)=O 2-((4-Amino-3-(3-fluoro-5-hydroxyphenyl)-1H-pyrazolo[3,4-d]pyrimidin-1-yl)methyl)-3-(3-fluorophenyl)-4H-chromen-4-one